imidazo[1,5-a]pyridine-6-carboxylic acid C=1N=CN2C1C=CC(=C2)C(=O)O